3-[[2-fluoro-3-(oxetan-3-ylsulfamoylamino)phenyl]methyl]-7-[(3-fluoro-2-pyridinyl)oxy]-4-methyl-chromen-2-one FC1=C(C=CC=C1NS(NC1COC1)(=O)=O)CC=1C(OC2=CC(=CC=C2C1C)OC1=NC=CC=C1F)=O